O[C@@H]1C[C@H](CCCC1)NC1=NC(=NC=C1C(=O)N)NC1CCC(CC1)OC 4-((1s,3s)-3-hydroxycycloheptylamino)-2-((1r,4r)-4-methoxycyclohexylamino)pyrimidine-5-carboxamide